BrC=1C(=CC2=C(OCO2)C1)[C@@H]1N=C2C=CC(=CC2=C2[C@@H]1CCC2)C(C)=O |o1:10,19| (+)-1-(4-(6-bromobenzo[d][1,3]dioxol-5-yl)-(3aS*,4R*,9bR*)-tetrahydro-3H-cyclopenta[c]quinolin-8-yl)ethan-1-one